(2S,4R)-1-((2-((2-chloro-2'-methyl-3'-(3-morpholinopropoxy)-[1,1'-biphenyl]-3-yl)methoxy)-4,6-dimethoxypyrimidin-5-yl)methyl)-4-hydroxypyrrole-2-carboxylic acid ClC1=C(C=CC=C1COC1=NC(=C(C(=N1)OC)CN1C(=CC(=C1)O)C(=O)O)OC)C1=C(C(=CC=C1)OCCCN1CCOCC1)C